N-(4-(3-amino-7-(5-((2R,6R)-2,6-dimethylmorpholin-4-carbonyl)pyridin-2-yl)-1H-pyrazolo[4,3-c]pyridin-4-yl)benzyl)-5-fluoro-2-methoxybenzamide NC1=NNC2=C1C(=NC=C2C2=NC=C(C=C2)C(=O)N2C[C@H](O[C@@H](C2)C)C)C2=CC=C(CNC(C1=C(C=CC(=C1)F)OC)=O)C=C2